N-(2-(2,6-dioxopiperidin-3-yl)-1,3-dioxoisoindol-4-yl)-3-(4-(N-ethylvinylsulfonamido)phenoxy)propionamide O=C1NC(CCC1N1C(C2=CC=CC(=C2C1=O)NC(CCOC1=CC=C(C=C1)N(S(=O)(=O)C=C)CC)=O)=O)=O